methyl-2-methylpropane CCC(C)C